BrC1=C(C=NC(=C1F)N1CCC2(CC(C2)=O)CC1)C(=O)NS(=O)(=O)C1=CC2=C(N[C@@H](CO2)C2CCOCC2)C(=C1)[N+](=O)[O-] 4-bromo-5-fluoro-N-[(3R)-5-nitro-3-(oxan-4-yl)-3,4-dihydro-2H-1,4-benzoxazin-7-ylsulfonyl]-6-{2-oxo-7-azaspiro[3.5]nonan-7-yl}pyridine-3-carboxamide